4-methyl-5-((2R,6S)-6-methyl-4-((1-(p-tolyl)-1H-imidazol-4-yl)methyl)piperazin-2-yl)isobenzofuran-1(3H)-one CC1=C2COC(C2=CC=C1[C@H]1N[C@H](CN(C1)CC=1N=CN(C1)C1=CC=C(C=C1)C)C)=O